NC1=CC=C2C=CC3=CC=C(C4=CC=C1C2=C34)N 1,8-diaminopyrene